(R)-N-((S)-(3-chloro-2,4-difluorophenyl)(trans-3-(trifluoromethyl)cyclobutyl)-methyl)-2-methyl-3-oxopiperazine-1-carboxamide ClC=1C(=C(C=CC1F)[C@@H](NC(=O)N1[C@@H](C(NCC1)=O)C)[C@@H]1C[C@H](C1)C(F)(F)F)F